dodecane-3,5,9,11-tetrone CCC(CC(CCCC(CC(C)=O)=O)=O)=O